tert-butyl 3-[(1-{3-[(formyloxy)methyl]phenyl}piperidin-4-yl)oxy]propanoate C(=O)OCC=1C=C(C=CC1)N1CCC(CC1)OCCC(=O)OC(C)(C)C